C(=O)C=1N(C(=CC1)C)C1=CC=C(C#N)C=C1 4-(2-formyl-5-methyl-1H-pyrrol-1-yl)benzonitrile